CN1C(CC2=CC=CC=C12)=O 1-methyl-2-oxoindole